(S)-6-(propyl (2-(thiophen-2-yl) ethyl) amino)-5,6,7,8-tetrahydronaphthalen-1-yl 2-arachidylacetate C(CCCCCCCCCCCCCCCCCCC)CC(=O)OC1=CC=CC=2C[C@H](CCC12)N(CCC=1SC=CC1)CCC